tertbutyl (2S,5R)-5-(2-bromo-6-chloropyridin-4-yl)-2-methyl-4-(methylsulfonyl)piperazine-1-carboxylate BrC1=NC(=CC(=C1)[C@H]1N(C[C@@H](N(C1)C(=O)OC(C)(C)C)C)S(=O)(=O)C)Cl